C12C(C3=CC=CC4=CC=CC1=C34)O2 acenaphthylene oxide